C[C@@]12CC3(CC(C[C@](C1)(C3)C)(C2)NC2=NC=C(C(=N2)C2=CN=C3N2C=C(C=C3)C3=CC=CC=C3)C)O (1s-3R,5S,7r)-3,5-Dimethyl-7-((5-methyl-4-(6-phenylimidazo[1,2-a]pyridin-3-yl)pyrimidin-2-yl)amino)adamantan-1-ol